CC1(CN2C(O1)=CC=N2)CO (2-methyl-2,3-dihydropyrazolo[5,1-b]oxazol-2-yl)methanol